N[C@H]1[C@@H]2N(C[C@H]1CC2)C(=O)C2=CC1=C(N(C(=N1)C=1N(C3=CC(=CC=C3C1)C1=CC(=C(C=C1)NC(OC)=O)F)CC1CC1)C)C(=C2)OC methyl N-[4-(2-{5-[(1R,4R,7R)-7-amino-2-azabicyclo[2.2.1]heptane-2-carbonyl]-7-methoxy-1-methyl-1H-1,3-benzodiazol-2-yl}-1-(cyclopropylmethyl)-1H-indol-6-yl)-2-fluorophenyl]carbamate